CC=1N(C2=CC=CC=C2C1C)C(C=1OC2=C(C1NS(=O)(=O)C1=CC=C(C=C1)C)C=CC=C2)C2=CC1=CC=CC=C1C=C2 (-)-N-(2-((2,3-Dimethyl-1H-indol-1-yl)(naphthalen-2-yl)methyl)benzofuran-3-yl)-4-methylbenzenesulfonamide